rac-N-[(3,5-difluoropyridin-2-yl)methyl]-2-{3-[(2,2,2-trifluoroethoxy)methyl][1,4'-bipiperidine]-1'-yl}-1,3-thiazole-5-carboxamide FC=1C(=NC=C(C1)F)CNC(=O)C1=CN=C(S1)N1CCC(CC1)N1C[C@@H](CCC1)COCC(F)(F)F |r|